camphen C12C(C)(C)C(=C)C(CC1)C2